N,N-dimethyl-nonanamide CN(C(CCCCCCCC)=O)C